C(C)(C)(C)OC(=O)N1CC(CC1)N1CC2=C(C3=C(N=CN=C3N)N2CC1=O)C1=CC(=C(C=C1)OC1=NC=CC(=N1)C)F 3-(4-amino-5-(3-fluoro-4-((4-methylpyrimidin-2-yl)oxy)phenyl)-8-oxo-8,9-dihydropyrazino[1',2':1,5]pyrrolo[2,3-d]pyrimidin-7(6H)-yl)pyrrolidine-1-carboxylic acid tert-butyl ester